methyl 2-(4-(2-chloroacetyl) phenyl)-2-methylpropionate ClCC(=O)C1=CC=C(C=C1)C(C(=O)OC)(C)C